3-{[(tert-butyldimethylsilyl)oxy]methyl}-1-[(2,4-dichloro-pyrimidin-5-yl)methyl]pyrrolidin-2-one [Si](C)(C)(C(C)(C)C)OCC1C(N(CC1)CC=1C(=NC(=NC1)Cl)Cl)=O